COC(=O)C1=C(C=C2C(=N1)NC=C2)Br 5-bromo-1H-pyrrolo[2,3-b]pyridine-6-carboxylic acid methyl ester